Cl.Cl.NC1=CC=C(C(=N1)C)CNC([C@H](C)NC(=O)[C@@H]1NC[C@H](C1)CC1=CC2=CC=CC=C2C=C1)=O (2R,4S)-N-((S)-1-(((6-amino-2-methylpyridin-3-yl)methyl)amino)-1-oxopropan-2-yl)-4-(naphthalen-2-ylmethyl)pyrrolidine-2-carboxamide dihydrochloride